4-formyl-naphthalene-1-carboxylic acid methyl ester COC(=O)C1=CC=C(C2=CC=CC=C12)C=O